N1CC(=CC=C1)C(=O)N trans-dihydropyridine-3-carboxamide